ClC1=C(C(=C(NC=2C3=C(N=CN2)C=NC(=C3)C3CN(C3)C(=O)OC(C)(C)C)C=C1)F)F tert-Butyl 3-[4-(4-chloro-2,3-difluoro-anilino)pyrido[3,4-d]pyrimidin-6-yl]azetidine-1-carboxylate